1-isopropyl-6-(pyrrolidin-3-yl)-N-(1-(3,4,5-trimethoxyphenyl)-1H-imidazol-4-yl)-1H-pyrazolo[3,4-d]pyrimidin-4-amine C(C)(C)N1N=CC=2C1=NC(=NC2NC=2N=CN(C2)C2=CC(=C(C(=C2)OC)OC)OC)C2CNCC2